7-(5-fluoro-2-(((1S,3R,4S,5R)-4-hydroxy-6,8-dioxabicyclo[3.2.1]octan-3-yl)amino)pyrimidin-4-yl)-2-(((S)-3-fluoropyrrolidin-1-yl)methyl)-1-isopropyl-3-methylquinolin-4(1H)-one FC=1C(=NC(=NC1)N[C@@H]1C[C@H]2CO[C@@H]([C@H]1O)O2)C2=CC=C1C(C(=C(N(C1=C2)C(C)C)CN2C[C@H](CC2)F)C)=O